C(C(C)C)OC(C(CC(=O)OCC(C)C)C12CCC(CC1)C2)=O norbornyl-succinic acid diisobutyl ester